butoxycarbonyl-N-(3,6-dibromopyrazin-2-yl)carbamate C(CCC)OC(=O)N(C([O-])=O)C1=NC(=CN=C1Br)Br